N,N-dimethyl-acrylamide tert-butyl-(4-iodo-2-(1,4-dioxaspiro[4.5]decan-8-yl)thiazol-5-yl)(3-methylbut-2-en-1-yl)carbamate C(C)(C)(C)OC(N(CC=C(C)C)C1=C(N=C(S1)C1CCC2(OCCO2)CC1)I)=O.CN(C(C=C)=O)C